OCCNCCNCC(C)O 1-[2-(2-hydroxyethylamino)ethylamino]Propan-2-ol